pyridin-2-formic acid N1=C(C=CC=C1)C(=O)O